4-bromo-2-((3,3,5-trimethyl-3,4-dihydro-2H-pyrrol-2-yl)methyl)-1H-pyrrole BrC=1C=C(NC1)CC1N=C(CC1(C)C)C